CC1=C(C=CC(=C1)C)SC1=C(C=CC=C1)C1NCCNC1 2-[(2,4-DIMETHYLPHENYLSULFANYL)-PHENYL]PIPERAZINE